4-chloro-2-(2,6-dioxopiperidin-3-yl)-6-(piperazin-1-ylmethyl)isoindoline-1,3-dione ClC1=C2C(N(C(C2=CC(=C1)CN1CCNCC1)=O)C1C(NC(CC1)=O)=O)=O